4-methyl-N-((5-(trifluoromethyl)pyridin-2-yl)methyl)piperazin-1-amine CN1CCN(CC1)NCC1=NC=C(C=C1)C(F)(F)F